P(=O)(O)(O)O.CN1N=C(C=2CCC=3C=NC=NC3C21)C(=O)N 1-methyl-4,5-dihydro-1H-pyrazolo[4,3-H]Quinazoline-3-carboxamide phosphate